1-octylnonyl 8-[(2-{4-[(2-hydroxyethyl)-N-methylamino]butyroxy}ethyl)[5-(9-methyldecyloxycarbonyl)pentyl] amino]octanoate OCCN(C)CCCC(=O)OCCN(CCCCCCCC(=O)OC(CCCCCCCC)CCCCCCCC)CCCCCC(=O)OCCCCCCCCC(C)C